CC1=C(C=CC(=C1)B1OC(C(O1)(C)C)(C)C)C(=O)N1CC2(COC2)C1 (2-methyl-4-(4,4,5,5-tetramethyl-1,3,2-dioxaborolan-2-yl)phenyl)(2-oxa-6-azaspiro[3.3]heptan-6-yl)methanone